(1S,3S)-3-((R)-7-(4-chloro-3-(trifluoromethyl)benzoyl)-6-methyl-4-oxo-2-thioxo-1,2,5,6,7,8-hexahydropyrido[3,4-d]pyrimidin-3(4H)-yl)-N-methylcyclopentanecarboxamide ClC1=C(C=C(C(=O)N2CC=3NC(N(C(C3C[C@H]2C)=O)[C@@H]2C[C@H](CC2)C(=O)NC)=S)C=C1)C(F)(F)F